(3-bromo-5-(diethylcarbamoyl)pyridin-2-yl)-2-cyanoacetate BrC=1C(=NC=C(C1)C(N(CC)CC)=O)OC(CC#N)=O